5-{4-[4-(2,4-dimethylphenyl)piperazine-1-carbonyl]phenyl}-5-ethylimidazolidine-2,4-dione CC1=C(C=CC(=C1)C)N1CCN(CC1)C(=O)C1=CC=C(C=C1)C1(C(NC(N1)=O)=O)CC